COC1=C(C=C(C(=C1)C=1CCN(CC1)C)N)NC1=NC=CC(=N1)C1=CN(C2=CC=CC=C12)C 4-methoxy-6-(1-methyl-1,2,3,6-tetrahydropyridin-4-yl)-N'-{4-(1-methylindol-3-yl)pyrimidin-2-yl}benzene-1,3-diamine